(R)-2-aminopentanoic acid N[C@@H](C(=O)O)CCC